2-(4-chloro-2-fluorophenoxy)-N-{3-[2-(3,4-dichlorophenoxy)acetylamino]-bicyclo[1.1.1]pentan-1-yl}acetamide ClC1=CC(=C(OCC(=O)NC23CC(C2)(C3)NC(COC3=CC(=C(C=C3)Cl)Cl)=O)C=C1)F